FC1=CC(=C(C(=O)OCC(C)(NC(=O)C=2C=C3C(=NC2)N(C=C3)C)C)C=C1)C 2-methyl-2-(1-methyl-1H-pyrrolo[2,3-b]pyridine-5-carboxamido)propyl 4-fluoro-2-methylbenzoate